N1(CCN(CCNCC1)CC=1C(=C(C=C(C1)C)C(C(=O)N)(CO)CO)O)CC=1C(=C(C=C(C1)C)C(C(=O)N)(CO)CO)O {1,4,7-triazacyclononane-1,4-diylbis[methylene(2-hydroxy-5-methyl-3,1-phenylene)]}bis[3-hydroxy-2-(hydroxymethyl)propanamide]